racemic-5-(1-(1-(4-fluorophenyl)ethyl)-1H-pyrazol-4-yl)pyridazin-3-ol FC1=CC=C(C=C1)[C@@H](C)N1N=CC(=C1)C=1C=C(N=NC1)O |r|